FC(C1=CC2=C(C(CO2)NCC#N)C=C1)(F)F 2-((6-(trifluoromethyl)-2,3-dihydrobenzo-furan-3-yl)amino)acetonitrile